(((S)-1-(3,5-difluorophenyl)-4-hydroxybutyl)carbamoyl)-3-hydroxy-8-azabicyclo[3.2.1]octane-8-carboxylic acid tert-butyl ester C(C)(C)(C)OC(=O)N1C2(CC(CC1CC2)O)C(N[C@@H](CCCO)C2=CC(=CC(=C2)F)F)=O